cycloundecyl-boric acid C1(CCCCCCCCCC1)OB(O)O